C1(CC1)[C@@H](C1=CC=2N(N=C1)C=C(N2)[C@@H](NC(=O)C2=NN(N=C2)CCC(F)(F)F)C2CCC(CC2)(F)F)NC(CCC(F)(F)F)=O |o1:3| N-((S)-(7-((S*)-Cyclopropyl(4,4,4-trifluorobutanamido)methyl)imidazo[1,2-b]pyridazin-2-yl)(4,4-difluorocyclohexyl)methyl)-2-(3,3,3-trifluoropropyl)-2H-1,2,3-triazole-4-carboxamide